N1C(=NC=2C1=CSC2)N 1H-thieno[3,4-d]imidazol-2-amine